CSC1=NC=CC(=N1)C1=CC=C(S1)S(=O)(=O)NC1=C(C=CC=C1)C#CC1=CC=C(C(=O)O)C=C1 4-[2-(2-{5-[2-(methylsulfanyl)pyrimidin-4-yl]thiophene-2-sulfonamido}phenyl)-ethynyl]benzoic acid